2-(4-bromophenyl)-4-(difluoromethyl)-1-methyl-1H-imidazole BrC1=CC=C(C=C1)C=1N(C=C(N1)C(F)F)C